SN1CSC=C1 3-mercaptothiazole